6-(2-cyclopentyl-6-fluoro-4-(2-(methyl-d3)-2H-indazol-4-yl)benzyl)-6,7-dihydro-5H-pyrrolo[3,4-b]pyridin-5-one-7,7-d2 C1(CCCC1)C1=C(CN2C(C3=NC=CC=C3C2=O)([2H])[2H])C(=CC(=C1)C=1C2=CN(N=C2C=CC1)C([2H])([2H])[2H])F